1-phenyl-2-(1-piperidinyl)ethanol C1(=CC=CC=C1)C(CN1CCCCC1)O